CCCCCC[N+](C)(C)C.C(F)(F)(F)S(=O)(=O)[N-]S(=O)(=O)C(F)(F)F N-Trimethyl-N-hexylammonium bis(trifluoromethanesulfonyl)imide